BrC=1N=C2N(CCN(C2)C)C1 2-bromo-7-methyl-5,6,7,8-tetrahydroimidazo[1,2-a]pyrazine